2-(3,4-dihydroxyphenyl)-3-hexadecyloxy-5,7-dihydroxy-4H-benzopyran-4-one OC=1C=C(C=CC1O)C=1OC2=C(C(C1OCCCCCCCCCCCCCCCC)=O)C(=CC(=C2)O)O